C1(=C(C(=CC=C1C#N)C#N)C#N)C1=CC=CC=C1 [1,1'-biphenyl]-2,3,6-tricarbonitrile